1-(4-(2-bromophenyl)butyl)-6-(2-hydroxypropan-2-yl)-1H-pyrrolo[2,3-b]pyridine-2-carbaldehyde BrC1=C(C=CC=C1)CCCCN1C(=CC=2C1=NC(=CC2)C(C)(C)O)C=O